FC1=C(C(=CC(=C1)B1OC(C(O1)(C)C)(C)C)[2H])N 2-fluoro-4-(4,4,5,5-tetramethyl-1,3,2-dioxaborolan-2-yl)benzene-6-d-amine